ClCC1=C(C=C(C=C1)N1N=CC(=C1)C(F)(F)F)F 1-[4-(chloromethyl)-3-fluoro-phenyl]-4-(trifluoromethyl)pyrazole